N[C@@H](CCC(=O)O)C(=O)O.C(C)NCC diethylamine glutamate